[2-ethyl-4-oxo-3-[[1-[2-(2H-tetrazol-5-yl)phenyl]-4-piperidyl]methyl]quinazolin-6-yl]thiophene-2-carboxamide C(C)C1=NC2=CC=C(C=C2C(N1CC1CCN(CC1)C1=C(C=CC=C1)C=1N=NNN1)=O)C1=C(SC=C1)C(=O)N